5-(2-cyclopropyl-7H-pyrrolo[2,3-d]pyrimidin-5-yl)-N-(3,3-difluorocyclobutyl)pyrazolo[1,5-a]pyridine-3-carboxamide C1(CC1)C=1N=CC2=C(N1)NC=C2C2=CC=1N(C=C2)N=CC1C(=O)NC1CC(C1)(F)F